S1C(=CC=C1)C=1C2=CC=CC=C2C(=C2C=CC=CC12)Br 9-(thiophene-2-yl)-10-bromoanthracene